NCC(O)(C1CC1)C1=CC(=C(C(=N1)C1=CC=C(C=C1)C1CC1)F)C(C)(C)O 2-{6-[(+)-2-amino-1-cyclopropyl-1-hydroxyethyl]-2-(4-cyclopropylphenyl)-3-fluoropyridin-4-yl}Propan-2-ol